7-[1-[4-(difluoromethyl)phenyl]-5-isopropyl-pyrazol-3-yl]oxy-2-(oxetan-3-yl)-2-azaspiro[3.5]nonane FC(C1=CC=C(C=C1)N1N=C(C=C1C(C)C)OC1CCC2(CN(C2)C2COC2)CC1)F